5-((4-methoxybenzyl)oxy)-2-((1-methylpiperidin-3-yl)oxy)-[1,2,4]triazolo[1,5-a]pyrimidine COC1=CC=C(COC2=NC=3N(C=C2)N=C(N3)OC3CN(CCC3)C)C=C1